4-pyridin-ol N1=CC=C(C=C1)O